3-(5-((4-(6,7-dihydro-5H-cyclopenta[4,5]thieno[2,3-d]pyrimidin-4-yl)-3,6-dihydropyridin-1(2H)-yl)methyl)-1-oxoisoindolin-2-yl)piperidine-2,6-dione N1=CN=C(C2=C1SC1=C2CCC1)C=1CCN(CC1)CC=1C=C2CN(C(C2=CC1)=O)C1C(NC(CC1)=O)=O